O1COC2=C1C=CC(=C2)C2=C(C=C(C=C2)NC(=O)N[C@@H]2CC[C@@H](CC2)C(C)(C)C)C=2N=NNN2 1-(4-(benzo[d][1,3]dioxolan-5-yl)-3-(2H-tetrazol-5-yl)phenyl)-3-((cis)-4-(tert-butyl)cyclohexyl)urea